N-(4-(4-amino-1-(1-(4-formylphenyl)pyrrolidin-3-yl)-1H-pyrazolo[3,4-d]pyrimidin-3-yl)benzyl)-5-fluoro-2-methoxybenzamide NC1=C2C(=NC=N1)N(N=C2C2=CC=C(CNC(C1=C(C=CC(=C1)F)OC)=O)C=C2)C2CN(CC2)C2=CC=C(C=C2)C=O